7-(4-(2-fluoro-6-methylphenyl)cyclohexyl)-3-methyl-5-((3-((tetrahydro-2H-pyran-2-yl)oxy)pyrazin-2-yl)methyl)pyrido[2,3-b]pyrazin-6(5H)-one FC1=C(C(=CC=C1)C)C1CCC(CC1)C1=CC=2C(=NC(=CN2)C)N(C1=O)CC1=NC=CN=C1OC1OCCCC1